2-Ethoxy-N-[(3-fluorophenyl)-methyl]-4-methyl-6-morpholin-4-yl-pyridine-3-carboxylic acid amide C(C)OC1=NC(=CC(=C1C(=O)NCC1=CC(=CC=C1)F)C)N1CCOCC1